(E)-2-amino-5-bromo-3-(2-ethoxyvinyl)isonicotinic acid methyl ester COC(C1=C(C(=NC=C1Br)N)\C=C\OCC)=O